3-(((R)-1-(3-(trans-[1,1'-bi(cyclopropan)]-2-yl)-7-fluoro-2-methyl-1-oxo-1,2-dihydroisoquinolin-5-yl)ethyl)amino)-6-methylpicolinic acid C1(C(C1)C=1N(C(C2=CC(=CC(=C2C1)[C@@H](C)NC=1C(=NC(=CC1)C)C(=O)O)F)=O)C)C1CC1